(Z)-7-((1R,2S,3R,4S)-4-(((2-amino-3-bromoquinolin-7-yl)thio)methyl)-2,3-dihydroxycyclopentyl)-1,7-dihydro-4H-pyrrolo[2,3-d]pyrimidin-4-one O-methyl oxime CO\N=C/1\C2=C(NC=N1)N(C=C2)[C@H]2[C@@H]([C@@H]([C@H](C2)CSC2=CC=C1C=C(C(=NC1=C2)N)Br)O)O